1,2-di-O-hexyl-sn-glycero-3-phosphocholine C(CCCCC)OC[C@@H](OCCCCCC)COP(=O)([O-])OCC[N+](C)(C)C